N(=[N+]=[N-])CC(=O)C1=C(C=CC=C1)Cl 2-azido-1-(2-chlorophenyl)ethan-1-one